3-fluorophenylpropanoic acid FC=1C=C(C=CC1)C(C(=O)O)C